3-[(1S,2R)-2-(4-chloro-3-methylphenyl)cyclopropyl]-1-methyl-1-[(3R)-1-[(3R)-oxolane-3-carbonyl]piperidin-3-yl]urea ClC1=C(C=C(C=C1)[C@@H]1[C@H](C1)NC(N([C@H]1CN(CCC1)C(=O)[C@H]1COCC1)C)=O)C